4-(3-(4-(2-(3,4-dimethoxyphenyl)-3-isopropyl-1H-indol-5-yl)phenyl)propyl)morpholine COC=1C=C(C=CC1OC)C=1NC2=CC=C(C=C2C1C(C)C)C1=CC=C(C=C1)CCCN1CCOCC1